IC1=CC(=NC(=C1)N1CCOCC1)N1C[C@H](CC1)NC(OC(C)(C)C)=O tert-butyl N-[(3S)-1-[4-iodo-6-(morpholin-4-yl)pyridin-2-yl]pyrrolidin-3-yl]carbamate